FC1(C(N(C2=C(O1)C=C(C(=C2)C2=C(C(=C(C(=C2F)F)F)F)F)F)CC(=O)N2[C@@H](CS(CC2)(=O)=O)C(=O)O)=O)F (R)-4-(2-(2,2,7-trifluoro-3-oxo-6-(perfluorophenyl)-2,3-dihydro-4H-benzo[b][1,4]oxazin-4-yl)acetyl)thiomorpholine-3-carboxylic acid 1,1-dioxide